NC(C(=O)O)CC1=CNC2=CC=CC(=C12)C 2-amino-3-(4-methyl-1H-indol-3-yl)propanoic acid